3-(2-(4-(2-((1-Benzylpiperidin-4-yl)methyl)-1-oxo-2,3-dihydro-1H-inden-5-yl)-3,6-dihydropyridin-1(2H)-yl)ethyl)-1H-indole-5-carbonitrile C(C1=CC=CC=C1)N1CCC(CC1)CC1C(C2=CC=C(C=C2C1)C=1CCN(CC1)CCC1=CNC2=CC=C(C=C12)C#N)=O